4-[6-[4-[2-(5-fluoro-2-pyridyl)acetyl]piperazin-1-yl]-3-pyridyl]-6-[1-(4-piperidyl)pyrazol-4-yl]pyrazolo[1,5-a]pyridine-3-carbonitrile hydrochloric acid salt Cl.FC=1C=CC(=NC1)CC(=O)N1CCN(CC1)C1=CC=C(C=N1)C=1C=2N(C=C(C1)C=1C=NN(C1)C1CCNCC1)N=CC2C#N